N=C(CCC1=C(C(=O)O)C=CC=C1)CC.CC1=CC=C(C(=O)O)C=C1 4-methylbenzoic acid (3-iminoamyl benzoate)